(S)-1-(1-hydroxypropan-2-yl)-1H-imidazole-4-carboxylic acid OC[C@H](C)N1C=NC(=C1)C(=O)O